3-chloro-2,5-dimethylbenzeneacetyl chloride ClC=1C(=C(C=C(C1)C)CC(=O)Cl)C